CC(=CCOC1=CC=C(C=C1)C=CC(=O)C1=C(OCC(=O)O)C=CC=C1)C 2-[2-[3-[4-(3-Methylbut-2-enoxy)phenyl]prop-2-enoyl]phenoxy]acetic acid